tert-butyl 2-[[3-(tert-butoxycarbonylamino)azetidine-1-carbonyl]-methyl-amino]-4-methyl-thiazole-5-carboxylate C(C)(C)(C)OC(=O)NC1CN(C1)C(=O)N(C=1SC(=C(N1)C)C(=O)OC(C)(C)C)C